tert-butyl 2-(3-fluoro-4-methoxyphenyl)-3-iodo-6,7-dihydropyrazolo[1,5-a]pyrazine-5(4H)-carboxylate FC=1C=C(C=CC1OC)C1=NN2C(CN(CC2)C(=O)OC(C)(C)C)=C1I